CC1(C2CN(C(C12)C(=O)N)C([C@H]([C@@H](C)OC1(CC1)C)NC(C(F)(F)F)=O)=O)C 6,6-dimethyl-3-[(2S,3R)-3-(1-methylcyclopropoxy)-2-[(2,2,2-trifluoroacetyl)amino]butanoyl]-3-azabicyclo[3.1.0]hexane-2-carboxamide